OC1CC(COC1)NC(OC(C)(C)C)=O tert-butyl (5-hydroxytetrahydro-2H-pyran-3-yl)carbamate